2-trifluoromethoxy-5-methoxybenzaldehyde FC(OC1=C(C=O)C=C(C=C1)OC)(F)F